tert-butyl cyclobutyl(1-(6-(2-(methoxymethoxy)-4-(2-methyloxazol-5-yl)phenyl)pyridazin-3-yl)pyrrolidin-3-yl)carbamate C1(CCC1)N(C(OC(C)(C)C)=O)C1CN(CC1)C=1N=NC(=CC1)C1=C(C=C(C=C1)C1=CN=C(O1)C)OCOC